7-hydroxy-4-methylcoumarin-3-carboxylic acid OC1=CC=C2C(=C(C(OC2=C1)=O)C(=O)O)C